NC1C=2C=CC=C(C2CC12CCN(CC2)C2=NC(=C(N=C2)SC2=C(C(=NC=C2)N)Cl)N)O 1-amino-1'-(6-amino-5-((2-amino-3-chloropyridin-4-yl)thio)pyrazin-2-yl)-1,3-dihydrospiro[indene-2,4'-piperidin]-4-ol